(R)-6-chloro-3-((1-(2-(4,4-difluoropiperidin-1-yl)-3-ethyl-6-methyl-4-oxo-3,4-dihydroquinazolin-8-yl)ethyl)amino)picolinic acid ClC1=CC=C(C(=N1)C(=O)O)N[C@H](C)C=1C=C(C=C2C(N(C(=NC12)N1CCC(CC1)(F)F)CC)=O)C